5-[2-(2,6-dimethyl-4-pyridyl)-3-methyl-1H-indol-6-yl]-1-(4-piperidyl)benzimidazole CC1=NC(=CC(=C1)C=1NC2=CC(=CC=C2C1C)C1=CC2=C(N(C=N2)C2CCNCC2)C=C1)C